FC1(CC2(C1)CN(CC2)C2=NC=CC1=C2N=C(N=C1)NC1=CC=C(C=C1)N1CCN(CC1)C)F 8-(2,2-difluoro-6-azaspiro[3.4]octan-6-yl)-N-(4-(4-methylpiperazin-1-yl)phenyl)pyrido[3,4-d]pyrimidin-2-amine